2-(2-methoxyphenyl)-1,3-dimethyl-2,3-dihydro-1H-benzimidazole COC1=C(C=CC=C1)C1N(C2=C(N1C)C=CC=C2)C